(S)-3-(difluoromethyl)-5,8,8-trimethyl-6-oxo-5-phenyl-5,6,7,8,9,10-hexahydrobenzo[b][1,8]naphthyridine-4-carbonitrile FC(C1=C(C=2[C@@](C3=C(NC2N=C1)CC(CC3=O)(C)C)(C3=CC=CC=C3)C)C#N)F